CC1=CC(CC1(C)C)OC(CCl)OCC chloroacetaldehyde ethyl 3,4,4-trimethyl-2-cyclopentenyl acetal